2,5,7,10-tetraoxadodecan-12-ol COCCOCOCCOCCO